(S)-(2,7-Dimethyl-3-(1-methyl-3-(trifluoromethyl)-1H-pyrazol-5-yl)-2,4,5,7-tetrahydro-6H-pyrazolo[3,4-c]pyridin-6-yl)(thiazolo[4,5-b]pyridin-6-yl)methanone CN1N=C2[C@@H](N(CCC2=C1C1=CC(=NN1C)C(F)(F)F)C(=O)C=1C=C2C(=NC1)N=CS2)C